C(#N)C1(CC1)C=1C=C(C=CC1)NC(C1=CC(=C(C(=C1)NC1=NC=CC=C1C1=C2N=CN(C2=NC=N1)C1OCCCC1)C)F)=O N-(3-(1-cyanocyclopropyl)phenyl)-3-fluoro-4-methyl-5-((3-(9-(tetrahydro-2H-pyran-2-yl)-9H-purin-6-yl)pyridin-2-yl)amino)benzamide